N-[(1R,3S)-3-{[6-methyl-2-(trifluoromethyl)quinolin-4-yl]amino}cyclohexyl]benzamide CC=1C=C2C(=CC(=NC2=CC1)C(F)(F)F)N[C@@H]1C[C@@H](CCC1)NC(C1=CC=CC=C1)=O